O=C1C(N(CCC1)C(=O)O)=O.ClCC1=CC=C(C(=O)NC=2C=C3C(N(C(C3=CC2)=O)C2C(N(C(CC2)=O)C(=O)OC(C)(C)C)=O)=O)C=C1 tert-butyl 3-[5-[[4-(chloromethyl)benzoyl]amino]-1,3-dioxo-isoindolin-2-yl]-2,6-dioxo-piperidine-1-carboxylate dioxo-piperidine-1-carboxylate